2,3,4,6-Tetra-O-acetyl-β-D-galactopyranosyl azide C(C)(=O)O[C@H]1[C@@H](O[C@@H]([C@@H]([C@@H]1OC(C)=O)OC(C)=O)COC(C)=O)N=[N+]=[N-]